(2S,4R)-4-(methylamino)-2-phenylpiperidine CN[C@H]1C[C@H](NCC1)C1=CC=CC=C1